(1R,4aS,10aR)-6-(benzyloxy)-1,4a-dimethyl-1,2,3,4,4a,9,10,10a-octahydrophenanthrene C(C1=CC=CC=C1)OC=1C=C2[C@]3(CCC[C@H]([C@H]3CCC2=CC1)C)C